C(C)(C)(C)OC(=O)N[C@H]1CC(=CC[C@@H]1C=1SC(=CC1C)Cl)C(N)=O 2-((1s,6s)-6-((tert-butoxycarbonyl)amino)-4-carbamoyl-cyclohex-3-en-1-yl)-5-chloro-3-methylthiophene